O=C1NC(CCC1N1C(N(C2=C1C=CC=C2N2CC(C2)O[C@H]2[C@H](CN(CC2)C(=O)OC(C)(C)C)F)C)=O)=O Tert-butyl (3S,4R)-4-[1-[1-(2,6-dioxo-3-piperidyl)-3-methyl-2-oxo-benzimidazol-4-yl] azetidin-3-yl]oxy-3-fluoro-piperidine-1-carboxylate